CN(CC(CN(C)C)[O-])C.[Na+] sodium 1,3-bis(dimethylamino)-2-propanolate